p-tertiary-butylbenzoic acid aluminium [Al].C(C)(C)(C)C1=CC=C(C(=O)O)C=C1